methyl formylacetate sodium salt [Na].C(=O)CC(=O)OC